2-[(4-{6-[(1S,3S,4S,5S)-5-fluoro-2-azabicyclo[2.2.2]octane-3-carbonyl]-2,6-diazaspiro[3.3]heptan-2-yl}pyrimidin-5-yl)oxy]-N,N-di(propan-2-yl)benzamide F[C@@H]1[C@@H]2[C@H](N[C@H](C1)CC2)C(=O)N2CC1(CN(C1)C1=NC=NC=C1OC1=C(C(=O)N(C(C)C)C(C)C)C=CC=C1)C2